6-isopropyl-5-(8-methoxy-[1,2,4]triazolo[1,5-a]pyridin-6-yl)-1-((1s,4s)-4-(neopentylamino)cyclohexyl)-1,3-dihydro-2H-benzo[d]imidazol-2-one C(C)(C)C=1C(=CC2=C(N(C(N2)=O)C2CCC(CC2)NCC(C)(C)C)C1)C=1C=C(C=2N(C1)N=CN2)OC